1-chloro-6-(2-methoxyethoxy)isoquinoline ClC1=NC=CC2=CC(=CC=C12)OCCOC